P(=O)(OC[C@H]1O[C@H](C[C@@H]1OP(=O)(OCC(C)C)O)N1C(N=C(C=C1)N)=O)(OCC(C)C)O ((2R,3S,5R)-5-(4-amino-2-oxopyrimidin-1(2H)-yl)-3-((hydroxy(isobutoxy)phosphoryl)oxy)tetrahydrofuran-2-yl)methyl isobutyl hydrogen phosphate